ClC=1C=C(OC2C(C(C2(C)C)NC(C2=CN=C(C=C2)N2CCN(CC2)CC=2C=C3C(N(C(C3=CC2F)=O)C2C(NC(CC2)=O)=O)=O)=O)(C)C)C=CC1C#N N-((1r,3r)-3-(3-chloro-4-cyanophenoxy)-2,2,4,4-tetramethylcyclobutyl)-6-(4-((2-(2,6-dioxopiperidin-3-yl)-6-fluoro-1,3-dioxoisoindoline-5-yl)methyl)piperazin-1-yl)nicotinamide